C1(CC1)C=1NC(=NN1)C1CC2(CN(C2)C(=O)N2CC3(C2)CCC(CC3)OC=3N=NC(=CC3)C(F)(F)F)C1 [6-(5-cyclopropyl-4H-1,2,4-triazol-3-yl)-2-azaspiro[3.3]heptan-2-yl]-[7-[6-(trifluoromethyl)pyridazin-3-yl]oxy-2-azaspiro[3.5]nonan-2-yl]methanone